3-[[2-oxo-6-[3-(trifluoromethyl)phenyl]-3H-imidazo[4,5-b]pyridin-1-yl]methyl]benzonitrile O=C1N(C=2C(=NC=C(C2)C2=CC(=CC=C2)C(F)(F)F)N1)CC=1C=C(C#N)C=CC1